C1(CC1)N1N=C(C2=C1C=NN(C2=O)CC(=O)N[C@@H](C)C2=CC(=C(C=C2)OC)F)C (S)-2-(1-cyclopropyl-3-methyl-4-oxo-1,4-dihydro-5H-pyrazolo[3,4-d]pyridazin-5-yl)-N-(1-(3-fluoro-4-methoxyphenyl)ethyl)acetamide